(2R,5S)-1-((4-(difluoromethyl)phenyl)(4-methoxyphenyl)methyl)-2,5-dimethylpiperazine hydrochloride Cl.FC(C1=CC=C(C=C1)C(N1[C@@H](CN[C@H](C1)C)C)C1=CC=C(C=C1)OC)F